2,2-difluoro-[1,3]dioxan FC1(OCCCO1)F